2-chloro-N-(1-cyanocyclopropyl)-5-[1-[4-(difluoromethoxy)-2-methyl-5-[1,2,2,2-tetrafluoro-1-(trifluoromethyl)ethyl]pyrazol-3-yl]pyrazol-4-yl]-N-(2-methoxyethyl)benzamide ClC1=C(C(=O)N(CCOC)C2(CC2)C#N)C=C(C=C1)C=1C=NN(C1)C=1N(N=C(C1OC(F)F)C(C(F)(F)F)(C(F)(F)F)F)C